6-methoxy-3-methyl-4-(1-(3-methyltetrahydrofuran-3-yl)-1H-benzo[d]imidazol-2-yl)benzene-1,2-diol COC=1C=C(C(=C(C1O)O)C)C1=NC2=C(N1C1(COCC1)C)C=CC=C2